O[C@H]1[C@H](CC[C@@]2([C@H]3CC[C@]4([C@H]([C@@H]3CC[C@@H]12)CC[C@@H]4[C@@H](CCCC=O)C)C)C)O (5R)-5-[(1R,3aS,3bS,5aR,6R,7S,9aR,9bS,11aR)-6,7-Dihydroxy-9a,11a-dimethylhexadecahydro-1H-cyclopenta[1,2-a]phenanthrene-1-yl]hexanal